N(N)C(OCCOCCOCCO[Si](C(C)(C)C)(C1=CC=CC=C1)C1=CC=CC=C1)=S O-(2,2-dimethyl-3,3-diphenyl-4,7,10-trioxa-3-siladodecan-12-yl) hydrazinecarbothioate